N1=C(C=NC=C1)C(C)=O 1-pyrazin-2-yl-ethanone